[3-fluoro-4-(trifluoromethyl)phenyl]boronic acid FC=1C=C(C=CC1C(F)(F)F)B(O)O